cesium, sodium salt [Na].[Cs]